1-(3-((2-Methylquinazolin-4-yl)oxy)propyl)-4-phenylpiperidin-4-ol CC1=NC2=CC=CC=C2C(=N1)OCCCN1CCC(CC1)(O)C1=CC=CC=C1